Bis[2-(4-{2-[4-(cis-9-octadecenoyloxy)phenylacetoxy]ethyl}piperidinyl)ethyl]disulfide C(CCCCCCC\C=C/CCCCCCCC)(=O)OC1=CC=C(C=C1)CC(=O)OCCC1CCN(CC1)CCSSCCN1CCC(CC1)CCOC(CC1=CC=C(C=C1)OC(CCCCCCC\C=C/CCCCCCCC)=O)=O